3-((tert-butyldiphenylsilyl)oxy)-N-methoxy-N-methylcyclobutanecarboxamide [Si](C1=CC=CC=C1)(C1=CC=CC=C1)(C(C)(C)C)OC1CC(C1)C(=O)N(C)OC